N,N-dihydroxyethyl-glycine amide ON(C(CNCC)=O)O